(3-Fluorophenyl)sulfonyl chloride FC=1C=C(C=CC1)S(=O)(=O)Cl